dinitrophenanthrene [N+](=O)([O-])C1=C(C=2C=CC3=CC=CC=C3C2C=C1)[N+](=O)[O-]